4-(2-(((3R,6R,8aS,9R,10S,12R,12aR)-3,6,9-Trimethyldecahydro-12H-3,12-epoxy-[1,2]dioxepino[4,3-i]isochromen-10-yl)oxy)ethoxy)-2H-chromen-2-one C[C@]12CCC3[C@@H](CC[C@H]4[C@H]([C@H](O[C@@H]([C@@]34OO1)O2)OCCOC2=CC(OC1=CC=CC=C21)=O)C)C